FC=1C=CC(=C(C(=O)N(C)C(C)C)C1)OC=1C(=NC=NC1)N1CC2(CC1)CN(CC2)CC2=CC1=C(N(C(N1)=O)CCOC)C=C2 5-fluoro-N-isopropyl-2-((4-(7-((1-(2-methoxyethyl)-2-oxo-2,3-dihydro-1H-benzo[d]imidazol-5-yl)methyl)-2,7-diazaspiro[4.4]nonan-2-yl)pyrimidin-5-yl)oxy)-N-methyl-benzamide